FC([C@H](C[Si](C)(C)OC(C)C)N[S@@](=O)C(C)(C)C)F (S)-N-((R)-1,1-difluoro-3-(isopropoxydimethylsilyl)propan-2-yl)-2-methylpropane-2-sulfinamide